4-{[3-(8-{2-[ethyl(isopropyl)carbamoyl]-4-fluorophenyl}-3-methylimidazo[1,5-a]pyridin-6-yl)azetidin-1-yl]methyl}piperidine-1-carboxylic acid tert-butyl ester C(C)(C)(C)OC(=O)N1CCC(CC1)CN1CC(C1)C=1C=C(C=2N(C1)C(=NC2)C)C2=C(C=C(C=C2)F)C(N(C(C)C)CC)=O